3-(4-chlorophenyl)azetidin-3-ol trifluoroacetate FC(C(=O)O)(F)F.ClC1=CC=C(C=C1)C1(CNC1)O